N=1N(N=CC1)C1=C(C=C(C=N1)NC(C1=C(C=C(C(=C1)F)C1=C(C=NC=C1C=C(C)C)N)Cl)=O)C(F)(F)F N-(6-(2H-1,2,3-triazol-2-yl)-5-(trifluoromethyl)pyridin-3-yl)-4-(3-amino-5-(2-methylprop-1-en-1-yl)pyridin-4-yl)-2-chloro-5-fluorobenzamide